BrC1=NN(C(=C1)C(=O)NC1=C(C(=O)N[C@@H](CC2=CC(=CC=C2)Br)C(=O)O)C=C(C=C1C)Cl)C1=NC=CC=C1Cl (2-(3-bromo-1-(3-chloropyridin-2-yl)-1H-pyrazole-5-carboxamido)-5-chloro-3-methylbenzoyl)-3-bromophenylalanine